FC1(CNCC[C@H]1OC=1N=CC(=NC1)C1=C(C=C(C=C1)N1C=NC=C1)O)F (R)-2-(5-((3,3-difluoropiperidin-4-yl)oxy)pyrazin-2-yl)-5-(1H-imidazol-1-yl)phenol